propenylcarboxylic acid C(=CC)C(=O)O